C(CCCC=C)SCCCCC=C di(5-hexenyl) sulfide